tert-butyl (R)-(2-((tert-butyldimethylsilyl)oxy)-1-(4-(prop-1-yn-1-yl)phenyl)ethyl)carbamate [Si](C)(C)(C(C)(C)C)OC[C@@H](C1=CC=C(C=C1)C#CC)NC(OC(C)(C)C)=O